(E)-N,N-dimethyl-2-(1-(4-(2-morpholinoethoxy)pyridin-2-yl)ethylidene)-hydrazine-1-carbothioamide CN(C(=S)N/N=C(\C)/C1=NC=CC(=C1)OCCN1CCOCC1)C